C(C)OC=1C=C(C=2N(C1)N=C1C2C=NN1)C=1C=CC(=NC1)N1CC2(C1)CN(CCC2)NC(C2=C(C=CC=C2F)Cl)=O N-(2-(5-(6-Ethoxy-1H-pyrazolo[3',4':3,4]pyrazolo[1,5-a]pyridin-4-yl)pyridine-2-yl)-2,6-diazaspiro[3.5]nonan-6-yl)-2-chloro-6-fluorobenzamide